3-[4-[8-Chloro-7-[(2-methyl-3H-benzimidazol-5-yl)oxy]quinoxalin-2-yl]pyrazol-1-yl]cyclobutanol ClC=1C(=CC=C2N=CC(=NC12)C=1C=NN(C1)C1CC(C1)O)OC1=CC2=C(N=C(N2)C)C=C1